(Dl)-2,4,6-tris(2,4,6-tribromophenoxy)-1,3,5-triazine BrC1=C(OC2=NC(=NC(=N2)OC2=C(C=C(C=C2Br)Br)Br)OC2=C(C=C(C=C2Br)Br)Br)C(=CC(=C1)Br)Br